Cl.FC=1C=C(CN2N=CC(=C2)CN)C=CC1OC (1-(3-fluoro-4-methoxybenzyl)-1H-pyrazol-4-yl)methylamine hydrochloride